2-((S)-1-(2,3-difluorobenzyl)-5-thioxopyrrolidin-2-yl)-N-((S)-3-methyl-1-oxo-1-((propan-2-ylideneamino)oxy)butan-2-yl)acetamide FC1=C(CN2[C@@H](CCC2=S)CC(=O)N[C@H](C(ON=C(C)C)=O)C(C)C)C=CC=C1F